C1(CC1)C=1NC(=NN1)C1CC2(CN(C2)C(=O)N2CC3(C2)CCC(CC3)NS(=O)(=O)C3=CC(=CC=C3)OC(F)(F)F)C1 N-[2-[6-(5-cyclopropyl-4H-1,2,4-triazol-3-yl)-2-azaspiro[3.3]heptane-2-carbonyl]-2-azaspiro[3.5]nonan-7-yl]-3-(trifluoromethoxy)benzenesulfonamide